N-{4-[4-(4-Ethylphenyl)-1H-imidazol-2-yl]phenyl}methanesulfonamide C(C)C1=CC=C(C=C1)C=1N=C(NC1)C1=CC=C(C=C1)NS(=O)(=O)C